C(=O)O.C(#N)C1=C(CN2CCC(CC2)C(=O)O)C(=CC(=C1)C1CN(C1)C1=C(C=CC=C1Cl)Cl)C 1-(2-cyano-4-(1-(2,6-dichlorophenyl)azetidin-3-yl)-6-methylbenzyl)piperidine-4-carboxylic acid, formic acid salt